FC=1C=2N(C=C(C1)C(NC1=CC=C(C=N1)N1CCN(CCC1)C(=O)OC(C)(C)C)=N)C=C(N2)C tert-butyl 4-(6-(8-fluoro-2-methylimidazo[1,2-a]pyridine-6-carboximidamido)pyridin-3-yl)-1,4-diazepane-1-carboxylate